Cl.NCC(=O)OC Methyl glycinate HCl salt